N[C@H](C(=O)O)CC1=CC=C(C=C1)C=1C(=NN(C1)C)COC=1C=NC=CC1 (S)-2-amino-3-(4-(1-methyl-3-((pyridin-3-yloxy)methyl)-1H-pyrazol-4-yl)phenyl)propanoic acid